C(C=C)(=O)N1[C@@H](CN(CC1)C1=C(C(N(C2=NC(=C(C=C12)Cl)C1=C(C(=C(C(=C1)F)F)F)N)C=1C(=NC=CC1C)C(C)C)=O)C#N)C (R)-4-(4-acryloyl-3-methylpiperazin-1-yl)-7-(2-amino-3,4,5-Trifluorophenyl)-6-chloro-1-(2-isopropyl-4-methylpyridin-3-yl)-2-oxo-1,2-dihydro-1,8-naphthyridine-3-carbonitrile